C(C1=CC=CC=C1)OC(=O)N1CC(C1)O N-Benzyloxycarbonyl-3-hydroxyazetidine